N-(4-fluoro-3-((2-((1-methyl-1H-pyrazol-4-yl)amino)-5-(4-(trifluoromethyl)phenyl)pyrimidin-4-yl)amino)phenyl)acrylamide FC1=C(C=C(C=C1)NC(C=C)=O)NC1=NC(=NC=C1C1=CC=C(C=C1)C(F)(F)F)NC=1C=NN(C1)C